C(C)(C)N1N=CC(=C1)C=1C(=NC(=NC1)NC1=CC(=CC(=C1)C(F)(F)F)OC)NC1=CC=C2CCNCC2=C1 (1-isopropyl-1H-pyrazol-4-yl)-N2-(3-methoxy-5-(trifluoromethyl)phenyl)-N4-(1,2,3,4-tetrahydroisoquinolin-7-yl)pyrimidine-2,4-diamine